CC1=C(C=CC=C1)CC=1C(=C(C=CC1)O)CC1=C(C=CC=C1)C di((methylphenyl)methyl)phenol